CC1N(C(CNC1)C)C1=C2CN(C(C2=C(C(=C1F)F)F)=O)C1CNCCC1 3-(4-(2,6-Dimethylpiperazin-1-yl)-5,6,7-trifluoro-1-oxoisoindoline-2-yl)piperidine